NC1=C(C(=NN1C1CC(C1)(C(=O)OCC)C)C1=CC=C2C=CC(=NC2=C1)C1=CC=CC=C1)C#N ethyl (1s,3s)-3-(5-amino-4-cyano-3-(2-phenylquinolin-7-yl)-1H-pyrazol-1-yl)-1-methylcyclobutane-1-carboxylate